4-((1-(tert-butyl)-3-((1s,4s)-4-((tert-butyldiphenylsilyl)oxy)cyclohexyl)-1H-pyrazol-5-yl)amino)-2,3-dihydrobenzo[b]thiophene 1,1-dioxide C(C)(C)(C)N1N=C(C=C1NC1=CC=CC=2S(CCC21)(=O)=O)C2CCC(CC2)O[Si](C2=CC=CC=C2)(C2=CC=CC=C2)C(C)(C)C